N-(2-((2-((3-aminopropyl)amino)-2-oxoethyl)amino)ethyl)-2-chloro-4-((3-(1-(2,2-difluoroethyl)-3-(trifluoromethyl)-1H-pyrazol-4-yl)imidazo[1,2-a]pyrazin-8-yl)amino)benzamide NCCCNC(CNCCNC(C1=C(C=C(C=C1)NC=1C=2N(C=CN1)C(=CN2)C=2C(=NN(C2)CC(F)F)C(F)(F)F)Cl)=O)=O